OC1=C(C=2C=CC3=CC(=CC=C3C2C(=C1)OC)O)CC1=CC=C(C=C1)O 2,7-dihydroxyl-1-(4-hydroxybenzyl)-4-methoxyphenanthrene